C(#N)C1CC2(C1)C[C@H](N(CC2)CC2=C1C=CNC1=C(C=C2OC)C)C2=CC=C(C(=O)N[C@@H](C)C1COC1)C=C2 4-((2R,4r,6S)-2-cyano-7-((5-methoxy-7-methyl-1H-indol-4-yl)methyl)-7-azaspiro[3.5]nonan-6-yl)-N-((S)-1-(oxetan-3-yl)ethyl)benzamide